C(C)(C)C1=C(C(C=C1)(C(C)C)C1=C(C(=C(C1(C(C)C)[Sr]C1(C(=C(C=C1)C(C)C)C(C)C)C(C)C)C(C)C)C(C)C)C1(C(=C(C=C1)C(C)C)C(C)C)C(C)C)C(C)C.[Sr] strontium Bis(triisopropylcyclopentadienyl)(Bis(tri-isopropylcyclopentadienyl)strontium)